N1C=C(C2=CC=CC=C12)N1CCCC1 1-(1H-indol-3-yl)pyrrolidine